5-[2-(trifluoromethyl)pyridin-3-yl]sulfanyl-1,3-dihydroimidazo[4,5-b]pyrazin-2-one FC(C1=NC=CC=C1SC=1N=C2C(=NC1)NC(N2)=O)(F)F